C(CCCCCC)SC(=O)N(C(CCCCC(=O)OC)CCCCC(=O)OC)CC1CCN(CC1)C dimethyl 6-(((heptylthio)carbonyl)((1-methylpiperidin-4-yl)methyl)amino)undecanedioate